FC1=C(C=CC=C1C)C 4-fluoro-3,5-dimethylbenzene